Trimethyl-(3-((methylthio)methoxy)prop-1-yn-1-yl)silane BenzothiazoleSulfinate S1C(=NC2=C1C=CC=C2)S(=O)O.C[Si](C#CCOCSC)(C)C